trans-5-(7-carbamoyl-3-chloro-5-fluoro-2-methyl-1H-indol-4-yl)octahydro-2H-pyrrolo[3,4-C]pyridine-2-carboxylic acid tert-butyl ester C(C)(C)(C)OC(=O)N1C[C@H]2CN(CC[C@@H]2C1)C1=C2C(=C(NC2=C(C=C1F)C(N)=O)C)Cl